C12CN(CC2C1)CC(=O)NC=1N=CC2=CC=C(C=C2C1)C1=CN=CN1C 2-(3-azabicyclo[3.1.0]hex-3-yl)-N-(6-(1-methyl-1H-imidazol-5-yl)isoquinolin-3-yl)acetamide